tert-butyl (S)-5-chloro-7-fluoro-8-hydroxy-1-((6-oxo-5-azaspiro[2.4]heptan-5-yl) methyl)-3,4-dihydroisoquinoline-2(1H)-carboxylate ClC1=C2CCN([C@@H](C2=C(C(=C1)F)O)CN1CC2(CC2)CC1=O)C(=O)OC(C)(C)C